[PH2](OC1=CC(=C(C=C1)C1=CC=C(C=C1)O[PH2]=O)C1=C(C=C(C=C1)C(C)(C)C)C(C)(C)C)=O (2,4-di-tert-butylphenyl)-1,1-biphenyl-4,4'-diyl bisphosphinate